5-(1-(3,3-difluorocyclobutyl)-2-methyl-1H-imidazo[4,5-b]pyridin-6-yl)-N-(cis-4-(difluoromethoxy)cyclohexyl)pyrrolo[2,1-f][1,2,4]triazin-2-amine FC1(CC(C1)N1C(=NC2=NC=C(C=C21)C=2C=CN1N=C(N=CC12)N[C@@H]1CC[C@@H](CC1)OC(F)F)C)F